4-(1-(1-(7-fluoroquinolin-6-yl)-ethyl)-1H-imidazo[4,5-b]pyrazin-6-yl)-furan-2-methanol FC1=C(C=C2C=CC=NC2=C1)C(C)N1C=NC=2C1=NC(=CN2)C=2C=C(OC2)CO